FC1(C2CC(CC(C1)N2)OC2=CC=C1C(=N2)OCC=2C=C(C=CC21)N2N=CC=N2)F 6,6-difluoro-3-{[8-(1,2,3-triazol-2-yl)-6H-isochromeno[3,4-b]pyridin-3-yl]oxy}-8-azabicyclo[3.2.1]octane